FC(C1=CC=C(CN2C3CC(CC2CC3)N)C=C1)(F)F 8-(4-(trifluoromethyl)benzyl)-8-azabicyclo[3.2.1]octane-3-amine